(S)-7-(2-amino-3-fluoropropyl)-2-(1-(cyclopropylmethyl)-7-methoxy-1H-indol-2-yl)-3-methyl-3,5,6,7-tetrahydro-8H-imidazo[4,5-b][1,6]naphthyridin-8-one N[C@@H](CN1C(C=2C=C3C(=NC2CC1)N(C(=N3)C=3N(C1=C(C=CC=C1C3)OC)CC3CC3)C)=O)CF